Triaminooctanoic acid NC(CCCCCCC(=O)O)(N)N